ClC=1C=C2C=C(C(NC2=CC1OCC1=NC=CC=C1)=O)\C=N\S(=O)C(C)(C)C (E)-N-((6-chloro-2-oxo-7-(pyridin-2-ylmethoxy)-1,2-dihydroquinolin-3-yl)methylene)-2-methylpropan-2-sulfinamide